NCC1=CC=C2C(=NNC2=C1)N 6-(aminomethyl)-1H-indazol-3-amine